C1(=CC=CC=C1)C1CNCCN1 E-3-phenylpiperazine